CNCCOC1=CC=C(OC2CN(C2)C=2C(=C(C(=O)OC)C=CC2)N2C=CC=C2)C=C1 Methyl 3-(3-(4-(2-(methylamino)ethoxy)phenoxy) azetidin-1-yl)-2-(1H-pyrrol-1-yl)benzoate